(S)-N-(1-((3,5,6-trichloropyridin-2-yl)oxy)propan-2-yl)-5-chloro-6-difluoromethylpyrimidin-4-amine ClC=1C(=NC(=C(C1)Cl)Cl)OC[C@H](C)NC1=NC=NC(=C1Cl)C(F)F